C(C1=CC=CC=C1)N1N=CC(=C1)N1CCC2(CCN(CC2)C(=O)OC(C)(C)C)CC1 tert-butyl 9-(1-benzyl-1H-pyrazol-4-yl)-3,9-diazaspiro[5.5]undecane-3-carboxylate